C(CCC)[C@]1(CS(C2=C(N(C1)C1=CC=CC=C1)C=C(C(=C2)CSCC(=O)O)SC)(=O)=O)C |r| racemic-2-(((3-butyl-3-methyl-7-(methylthio)-1,1-dioxido-5-phenyl-2,3,4,5-tetrahydro-1,5-benzothiazepin-8-yl)methyl)thio)acetic acid